2,5-dichloro-N-(2,4-difluoro-3-((2-((trans-4-hydroxycyclohexyl)amino)pyrimidin-5-yl)ethynyl)phenyl)benzenesulfonamide TFA salt OC(=O)C(F)(F)F.ClC1=C(C=C(C=C1)Cl)S(=O)(=O)NC1=C(C(=C(C=C1)F)C#CC=1C=NC(=NC1)N[C@@H]1CC[C@H](CC1)O)F